NCCC(=O)N1C(CC(CC1(C)C)N(OCCOC)C=1N=NC(=CC1)C1=C(C=C(C=C1)C=1C=NNC1)O)(C)C 3-amino-1-(4-((6-(2-hydroxy-4-(1H-pyrazol-4-yl)phenyl)pyridazin-3-yl)(2-methoxyethoxy)amino)-2,2,6,6-tetramethylpiperidin-1-yl)propan-1-one